F[C@@H]1CC=2N(C=NC2C(C(NC=2SC=CN2)=O)N2N=C3C(=C(C=C(C3=C2)C(F)(F)F)C2=CC=C(CNC(OC(C)(C)C)=O)C=C2)C)C1 tert-Butyl (4-(2-(1-((R)-6-fluoro-6,7-dihydro-5H-pyrrolo[1,2-c]imidazol-1-yl)-2-oxo-2-(thiazol-2-ylamino)ethyl)-7-methyl-4-(trifluoromethyl)-2H-indazol-6-yl)benzyl)carbamate